1-((3S,4S)-3-fluoro-1-propionylpiperidin-4-yl)-3-(4-(trifluoromethoxy)phenyl)urea F[C@H]1CN(CC[C@@H]1NC(=O)NC1=CC=C(C=C1)OC(F)(F)F)C(CC)=O